CN1CCN(CC1)C(=O)C1CC=2C=C(C=NC2CC1)C1(NNC(=N1)N)N 3-(6-(4-methylpiperazin-1-yl)carbonyl-5,6,7,8-tetrahydroquinolin-3-yl)-1H-1,2,4-triazole-3,5-diamine